C(C)(C)(C)OC(=O)NC1CC=C(CC1)C=1CN(CC1)C(=O)OCC1=CC=CC=C1 benzyl 3-(4-((tert-butoxycarbonyl)amino)cyclohex-1-en-1-yl)-2,5-dihydro-1H-pyrrole-1-carboxylate